N''-{1,4,7-triazonane-1,4,7-triyltris[methylene(2-hydroxy-5-methyl-3,1-phenylene)]}tris(2,3-dihydroxypropanamide) N1(CCN(CCN(CC1)CC=1C(=C(C=C(C1)C)C(C(=O)N)(CO)O)O)CC=1C(=C(C=C(C1)C)C(C(=O)N)(CO)O)O)CC=1C(=C(C=C(C1)C)C(C(=O)N)(CO)O)O